N(=[N+]=[N-])[C@H]1[C@@H](CCC1)OC(=O)NCCCC[C@H](N)C(=O)O Nε-(((1R,2R)-2-azidocyclopentyloxy)carbonyl)-L-lysine